C(C)OP(=O)(OCC)C(C(=O)OC(C)(C)C)CC(=O)OCC 1-(tert-butyl) 4-ethyl 2-(diethoxyphosphoryl)succinate